FC(OC(C(F)(F)OC(F)(F)OC(F)F)(F)F)F 1-(difluoromethoxy)-2-[(difluoromethoxy)difluoromethoxy]-1,1,2,2-tetrafluoroethane